NC=1SC2=C(N1)C(=CC=C2)C2=C(C=C1C(=NC(=NC1=C2F)N2CC1(C2)CC(C=2N1C=CN2)O)N2CCNCC2)Cl [7-(2-amino-1,3-benzothiazol-4-yl)-6-chloro-8-fluoro-4-piperazin-1-yl-quinazolin-2-yl]spiro[6,7-dihydropyrrolo[1,2-a]imidazole-5,3'-azetidine]-7-ol